BrC1=CC=C(C=C1)C12CC3CC(CC(C1)C3)C2 1-(4-bromophenyl)adamantane